3,5-difluoro-N-(6-fluoropyridin-2-yl)-N-(4-methoxybenzyl)-4-methylpyridin-2-sulfonamide FC=1C(=NC=C(C1C)F)S(=O)(=O)N(CC1=CC=C(C=C1)OC)C1=NC(=CC=C1)F